ethyl 5-(bromomethyl)-2-chlorooxazole-4-carboxylate BrCC1=C(N=C(O1)Cl)C(=O)OCC